thiocyanophenol S(C#N)C1=C(C=CC=C1)O